1-Tert-butyl 3-(1-(cyclopropylmethyl)-5-(1-ethyl-1,4,5,6-tetrahydropyrrolo[3,4-c]pyrazole-5-carbonyl)-7-(2-methoxyphenyl)-1H-indol-2-yl)-5,6-dihydropyridine-1(2H)-carboxylate C1(CC1)CN1C(=CC2=CC(=CC(=C12)C1=C(C=CC=C1)OC)C(=O)N1CC=2N(N=CC2C1)CC)C=1CN(CCC1)C(=O)OC(C)(C)C